C1(=CC=CC=C1)C1(CCC(C2CNCC12)=O)C1=CC=CC=C1 7,7-diphenyl-4-perhydroisoindolone